C(C)(C)(CC(C)(C)C)C1=CC=C(C=C1)N1NC(=CC1C1=CC=CC=C1)C=CC1=CC=CC=C1 1-(4-tert-octyl-phenyl)-3-styryl-5-phenyl-pyrazoline